N1CCC(CC1)CNC=1C=C(C=CC1C(F)(F)F)C1=NNC(O1)=O 5-[3-{[(Piperidin-4-yl)methyl]amino}-4-(trifluoromethyl)phenyl]-1,3,4-oxadiazol-2(3H)-one